2'-chloro-N-(6-cyano-1,3-benzothiazol-2-yl)-5'-methoxy-6-methyl-[4,4'-bipyridine]-3-carboxamide ClC1=NC=C(C(=C1)C1=C(C=NC(=C1)C)C(=O)NC=1SC2=C(N1)C=CC(=C2)C#N)OC